C1(CCC1)NC(=O)N1CCN(C2(C1)CCN(C(CC2)=O)CC(=O)O)C 2-(4-(cyclobutylcarbamoyl)-1-methyl-10-oxo-1,4,9-triazaspiro[5.6]-dodecan-9-yl)acetic acid